8-((R)-2-((R)-2-((R)-2-((R)-2-amino-3-phenylpropanamido)-3-phenylpropanamido)-4-methylpentanamido)-6-(2-(methoxyethoxy)ethylamino)hexanoyl)-2,8-diaza-spiro[4.5]decan-3-one N[C@@H](C(=O)N[C@@H](C(=O)N[C@@H](C(=O)N[C@@H](C(=O)N1CCC2(CC(NC2)=O)CC1)CCCCNCCOCCOC)CC(C)C)CC1=CC=CC=C1)CC1=CC=CC=C1